C1OC=2C=C(SC2OC1)C(=O)[O-] 4-ethylenedioxythiophenecarboxylate